Melamine vanadium [V].N1=C(N)N=C(N)N=C1N